1-(2-methoxyethyl)-2-((4-(6-(naphthalen-1-ylmethoxy)pyridin-2-yl)piperidin-1-yl)methyl)-1H-benzo[d]imidazole-6-carboxylic acid COCCN1C(=NC2=C1C=C(C=C2)C(=O)O)CN2CCC(CC2)C2=NC(=CC=C2)OCC2=CC=CC1=CC=CC=C21